CCC(CCCCCCC)S(=O)Cl decane-3-sulfinyl chloride